C(C)(C)(C)OC([C@@H](CC1=CC(=CC=C1)C#C[Si](C)(C)C)[C@@H]1CN(CC1)C(=O)O)=O (3R)-3-[(1S)-2-tert-butoxy-2-oxo-1-[[3-(2-trimethylsilylethynyl)phenyl]methyl]ethyl]pyrrolidine-1-carboxylic acid